dimethyl (thien-2-yl)boronate S1C(=CC=C1)B(OC)OC